C1(CCCC1)OC1=NC=CC(=C1)C1=CC=C2C(=N1)N1C(=N2)CC[C@@H]1C1=CC=CC=C1 (R)-2-(2-(cyclopentyloxy)pyridin-4-yl)-8-phenyl-7,8-dihydro-6H-pyrrolo[2',1':2,3]imidazo[4,5-b]pyridine